2-(ethoxycarbonyl)-4-phenylpentanedioic acid C(C)OC(=O)C(C(=O)O)CC(C(=O)O)C1=CC=CC=C1